[Pd](Cl)Cl.C(C)(C)(C)P([C-]1C=CC=C1)C(C)(C)C.[C-]1(C=CC=C1)P(C(C)(C)C)C(C)(C)C.[Fe+2] 1,1'-bis(di-tertbutylphosphino)ferrocene palladium dichloride